((3aS,4R,6S,6aS)-6-(4-aminopyrrolo[2,1-f][1,2,4]triazin-7-yl)-4-cyano-2,2-dimethyltetrahydrofurano[3,4-d][1,3]dioxol-4-yl)3-fluoro-2,2-dimethylpropionic acid methyl ester COC(C(C(F)[C@@]1(O[C@H]([C@@H]2OC(O[C@@H]21)(C)C)C2=CC=C1C(=NC=NN12)N)C#N)(C)C)=O